4-(1,1-difluoro-2-methylpropyl)-2,6-difluorobenzonitrile FC(C(C)C)(F)C1=CC(=C(C#N)C(=C1)F)F